C1N(CCC2=CC=CC=C12)C[C@H](CN1C(C2=CC=C(C=C2CC1)N1CCC(CC1)N(C)C)=O)O 2-[(2R)-3-(3,4-Dihydro-1H-isochinolin-2-yl)-2-hydroxy-propyl]-6-[4-(dimethylamino)-1-piperidyl]-3,4-dihydroisochinolin-1-on